N1=NN(C2=NC=CC=C21)C2=CC(=C(C(=O)N(C1=NC=CC(=C1\C=C\CCO[Si](C)(C)C(C)(C)C)C)[C@H]1CN(CCC1)C(=O)OC(C)(C)C)C=C2)F tert-butyl (R,E)-3-(4-(3H-[1,2,3]triazolo[4,5-b]pyridin-3-yl)-N-(3-(4-((tert-butyldimethylsilyl)oxy)but-1-en-1-yl)-4-methylpyridin-2-yl)-2-fluorobenzamido)piperidine-1-carboxylate